NC1=NC=CC(=C1)C1=C(C=2C(N(CC(C2N1)CC(F)(F)F)C)=O)C1=CC=C(C=C1)F 2-(2-aminopyridin-4-yl)-3-(4-fluorophenyl)-5-methyl-7-(2,2,2-trifluoroethyl)-1,5,6,7-tetrahydro-4H-pyrrolo[3,2-c]pyridin-4-one